3-(boc-amino)butyl bromide C(=O)(OC(C)(C)C)NC(CCBr)C